C1(C=2C(C(N1CCS(=O)(=O)N1CCC(CC1)NC(OC(C)(C)C)=O)=O)=CC=CC2)=O tert-butyl (1-(2-phthalimidoethanesulfonyl)piperidin-4-yl)carbamate